C1(CCCC1)C1=CNC=2N=CN=C(C21)N[C@@H]2CC[C@@H](N(C2)C(=O)OCC2=CC=CC=C2)C benzyl (2s,5r)-5-((5-cyclopentyl-7H-pyrrolo[2,3-d]pyrimidin-4-yl) amino)-2-methyl-piperidine-1-carboxylate